2-{4-cyclopropyl-2-[4-(2-methoxy-phenyl)-piperidin-1-yl]-6-methyl-pyrimidin-5-yl}-N-methyl-N-propyl-acetamide C1(CC1)C1=NC(=NC(=C1CC(=O)N(CCC)C)C)N1CCC(CC1)C1=C(C=CC=C1)OC